FC1=C(NC=2CCCCC12)C(=O)OCC ethyl 3-fluoro-4,5,6,7-tetrahydro-1H-indole-2-carboxylate